OC1=C(C(=C(C=C1)C=CC1=CC=CC=C1)O)O 4-trans-trihydroxystilbene